C(C)(=O)C1C(C(C1)CC(=O)NC=1C=C(SC1)C1=CN=CC(=N1)C1=CC(=C(C(=O)N(C2CCN(CC2)C)C)C=C1)OC)(C)C 4-(6-(4-(2-(3-acetyl-2,2-dimethylcyclobutyl)acetamido)thiophen-2-yl)pyrazin-2-yl)-2-methoxy-N-methyl-N-(1-methylpiperidin-4-yl)benzamide